O=C1NC(CCC1C1=C(C=C(CN2CCN(CC2)C2=CC(=C(C=C2)NC2=NC=C(C(=C2)NC2=C(C(=O)NC)C=CC=C2)C(F)(F)F)OC)C=C1)F)=O 2-((2-((4-(4-(4-(2,6-dioxopiperidin-3-yl)-3-fluorobenzyl)piperazin-1-yl)-2-methoxyphenyl)amino)-5-(trifluoromethyl)pyridin-4-yl)amino)-N-methylbenzamide